N-(2-furylmethyl)-1-(phenylmethyl)-1H-benzimidazol-2-amine O1C(=CC=C1)CNC1=NC2=C(N1CC1=CC=CC=C1)C=CC=C2